ClC=1C(=CC(=C(C(=O)OC)C1)F)COC1=NC(=CC=C1)OCC(F)(F)F Methyl 5-chloro-2-fluoro-4-(((6-(2,2,2-trifluoroethoxy)pyridin-2-yl)oxy) methyl)benzoate